NC1=CC=C(C=C1)C=1OC2=C(N1)C=C(C=C2)N 2-(4-Aminophenyl)-5-aminobenzoxazole